potassium 1,4-dioxanate O1C(COCC1)C(=O)[O-].[K+]